6-((2,6-difluorophenyl)ethynyl)isoquinoline tert-butyl-N-(6-chloro-3-{[(1S,2R)-2-fluorocyclopropyl]carbamoyl}imidazo[1,2-b]pyridazin-8-yl)-N-methylcarbamate C(C)(C)(C)OC(N(C)C=1C=2N(N=C(C1)Cl)C(=CN2)C(N[C@@H]2[C@@H](C2)F)=O)=O.FC2=C(C(=CC=C2)F)C#CC=2C=C1C=CN=CC1=CC2